C(C)(C)(C)OC(=O)N[C@H](C(=O)O)CO[Si](C)(C)C(C)(C)C (S)-2-((tert-Butoxycarbonyl)amino)-3-((tert-butyldimethylsilyl)oxy)propanoic acid